tert-butyl-N-[2-[2-[2-[2-[2-[2-[2-[2-(2-aminoethoxy)-ethoxy]ethoxy]ethoxy]ethoxy]ethoxy]ethoxy]ethoxy]ethyl]-N-methyl-carbamate C(C)(C)(C)OC(N(C)CCOCCOCCOCCOCCOCCOCCOCCOCCN)=O